(R)-3-(2-hydroxyethyl)-1-oxo-2,8-diazaspiro[4.5]decane-8-carboxylic acid tert-butyl ester C(C)(C)(C)OC(=O)N1CCC2(C[C@@H](NC2=O)CCO)CC1